(R)-1-(2-chloropyridin-3-yl)ethyl(4-(5-(3-acetamidobicyclo[1.1.1]pentane-1-carboxamido)pyridin-2-yl)-1-methyl-1H-1,2,3-triazol-5-yl)carbamate ClC1=NC=CC=C1[C@@H](C)N(C([O-])=O)C1=C(N=NN1C)C1=NC=C(C=C1)NC(=O)C12CC(C1)(C2)NC(C)=O